(11S)-15,17-dihydroxy-11-methyl-12-oxabicyclo-[12.4.0]octadeca-1(18),14,16-triene-7,13-dione OC1=C2C(O[C@H](CCCC(CCCCCC2=CC(=C1)O)=O)C)=O